C(C)N1N=CC(=C1)NC=1N=C(C2=C(N1)N(C=C2)COCC[Si](C)(C)C)O[C@@H]2CN(C[C@H]2F)C(=O)OC(C)(C)C tert-butyl (3R,4R)-3-((2-((1-ethyl-1H-pyrazol-4-yl) amino)-7-((2-(trimethylsilyl) ethoxy) methyl)-7H-pyrrolo[2,3-d]pyrimidin-4-yl) oxy)-4-fluoro-tetrahydropyrrole-1-carboxylate